FC1(CC(C1)NC(=O)C=1C=NN2C1C=C(C=C2)C2=CNC=1N=C(N=CC12)NCC1CCN(CC1)C)F N-(3,3-difluorocyclobutyl)-5-(2-(((1-methylpiperidin-4-yl)methyl)amino)-7H-pyrrolo[2,3-d]pyrimidin-5-yl)pyrazolo[1,5-a]pyridine-3-carboxamide